(S)-1-(4-(5-(4-fluorophenyl)-4,5-dihydro-1H-pyrazole-1-carbonyl)piperidin-1-yl)ethanone FC1=CC=C(C=C1)[C@@H]1CC=NN1C(=O)C1CCN(CC1)C(C)=O